1,3-di-tert-butyl-2-ethyl-1,3-propanediol benzoate diphenylphosphinate C1(=CC=CC=C1)P(=O)(C1=CC=CC=C1)OC(C(C(OC(C1=CC=CC=C1)=O)C(C)(C)C)CC)C(C)(C)C